5-(difluoromethyl)-N-[(1s,4s)-4-{[6-chloro-2-(trifluoromethyl)quinolin-4-yl]amino}cyclohexyl]pyrazine-2-carboxamide FC(C=1N=CC(=NC1)C(=O)NC1CCC(CC1)NC1=CC(=NC2=CC=C(C=C12)Cl)C(F)(F)F)F